2-(4-((3-chloro-5-trifluoromethylpyridin-2-yl)oxy)phenoxy)ethan-1-one iridium (III) [Ir+3].ClC=1C(=NC=C(C1)C(F)(F)F)OC1=CC=C(OCC=O)C=C1